((S)-2,2-Difluorocyclopropyl)(3-(2-((1-(2-hydroxyethyl)-1H-pyrazol-4-yl)amino)pyrimidin-4-yl)-8-azabicyclo[3.2.1]oct-2-en-8-yl)methanone FC1([C@@H](C1)C(=O)N1C2C=C(CC1CC2)C2=NC(=NC=C2)NC=2C=NN(C2)CCO)F